FC1([C@H]2C[C@@H](C[C@@H](C1)N2)N(C=2N=CC(=NC2)C2=C(C=C(C=C2)C2=CN=NC(=C2)OC)O)C)F 2-(5-(((1S,3R,5R)-6,6-difluoro-8-azabicyclo[3.2.1]octan-3-yl)(methyl)amino)pyrazin-2-yl)-5-(6-methoxypyridazin-4-yl)phenol